C[C@H](O)[C@@H](O)[C@H](O)[C@H](O)CO desoxysorbitol